The molecule is a 17-oxo steroid that is andrastin D in which the keto group at position 3 has undergone formal reduction to give the corresponding 3alpha-hydroxy compound. It is a 3alpha-hydroxy steroid, a 15-hydroxy steroid, a 5beta steroid, a meroterpenoid, an enol, a methyl ester, a 17-oxo steroid and a 3beta-hydroxy-4,4-dimethylsteroid. It derives from an andrastin D. It is a conjugate acid of an andrastin E(1-). CC1=C[C@H]2[C@@]3(CC[C@H](C([C@H]3CC[C@@]2([C@]4([C@@]1(C(=C(C4=O)C)O)C)C(=O)OC)C)(C)C)O)C